N=1C=NN2C1C=C(C=C2)C2=CNC=1N=C(N=C(C12)OC([2H])([2H])[2H])NC1CCC(CC1)(O)C (1r,4r)-4-((5-([1,2,4]triazolo[1,5-a]pyridin-7-yl)-4-(methoxy-d3)-7H-pyrrolo[2,3-d]pyrimidin-2-yl)amino)-1-methylcyclohexan-1-ol